C(C(=C)C)(=O)OC(CCCCC)O hexanediol monomethacrylate